ethyl (S)-N-(cyclohexylmethyl)-N-(piperidin-3-yl)glycinate C1(CCCCC1)CN(CC(=O)OCC)[C@@H]1CNCCC1